C[C@H]1CN(CC12NC1=NC(=C(C=C1CC2)C2=NC=CC=N2)C)C([C@H](C)C2=CC(=NC=C2F)OC)=O (2R)-1-((4S)-4,7'-dimethyl-6'-(pyrimidin-2-yl)-3',4'-dihydro-1'H-spiro[pyrrolidin-3,2'-[1,8]naphthyridin]-1-yl)-2-(5-fluoro-2-methoxypyridin-4-yl)propan-1-one